CN(C1=CC(NC=C1)=O)C 4-dimethylaminopyridineOne